CC1=NC=CC(=C1)C=1OC(=CN1)C(=O)N 2-(2-methylpyridin-4-yl)oxazole-5-carboxamide